tert-Butyl 3-[4-(2-aminoethyl)phenyl]-3,8-diazabicyclo[3.2.1]octane-8-carboxylate NCCC1=CC=C(C=C1)N1CC2CCC(C1)N2C(=O)OC(C)(C)C